N-[(1S)-1-[4-({2-chloro-7-[(1S)-1-methoxyethyl]-[1,2,4]triazolo[1,5-a]pyrimidin-6-yl}amino)phenyl]-2,2,2-trifluoroethyl]-N-methylpiperidine-4-carboxamide hydrochloride Cl.ClC1=NN2C(N=CC(=C2[C@H](C)OC)NC2=CC=C(C=C2)[C@@H](C(F)(F)F)N(C(=O)C2CCNCC2)C)=N1